L-N-acetylfucosylamine C(C)(=O)NC1[C@@H](O)[C@H](O)[C@H](O)[C@@H](O1)C